(2R,3R)-4-azido-3-fluoro-2-((4-methoxybenzyl)oxy)butanoic acid N(=[N+]=[N-])C[C@H]([C@@H](C(=O)O)OCC1=CC=C(C=C1)OC)F